CC1=CC=CC2C(N=CN=C12)=O 8-methyl-4aH-quinazolin-4-one